S1C(=CC=C1)C(=O)OC[C@@H](OC(=O)C=1SC=CC1)COP(=O)([O-])OCC[N+](C)(C)C 1,2-dithienoyl-sn-glycero-3-phosphocholine